piperidine-2,4,6-tricarboxylic acid N1C(CC(CC1C(=O)O)C(=O)O)C(=O)O